OC1=C(C(=O)O)C(=CC(=C1)O)C 2,4-dihydroxyl-6-methylbenzoic acid